N-[5-[2-(7-azabicyclo[2.2.1]heptan-7-yl)pyrimidin-5-yl]-4-fluoro-2-[rac-(3R,5S)-3,4,5-trimethylpiperazin-1-yl]phenyl]-6-oxo-4-(trifluoromethyl)-1H-pyridine-3-carboxamide C12CCC(CC1)N2C2=NC=C(C=N2)C=2C(=CC(=C(C2)NC(=O)C2=CNC(C=C2C(F)(F)F)=O)N2C[C@H](N([C@H](C2)C)C)C)F |r|